ethyl 3-[3-cyano-4-(methanesulfonamido)phenyl]-7-(1-hydroxyethyl)-1H-indole-2-carboxylate C(#N)C=1C=C(C=CC1NS(=O)(=O)C)C1=C(NC2=C(C=CC=C12)C(C)O)C(=O)OCC